ClC1=NC=CC2=C1SC1=C2C=C2C(=C1)C1=C(S2)C=C(C=C1)CC(C)(C)C 1-chloro-8-neopentylbenzo[4'',5'']thieno[3'',2'':4',5']benzo[1',2':4,5]thieno[2,3-c]pyridine